BrC/1=CC(O\C1=C/Br)=O (Z)-4-bromo-5-bromomethylene-2(5H)-furanone